CC1=CC=C(C=C1)S(=O)(=O)[O-].C1=CC=CC=2SC3=CC=CC=C3N(C12)CCC[N+](CCC(CCC=C(C)C)C)(C)C N-(3-(10H-phenothiazin-10-yl)propyl)-N,N,3,7-tetramethyloct-6-en-1-aminium 4-methylbenzene-sulfonate